8-((2-chloropyrimidin-5-yl)methyl)-3-(3-(difluoromethoxy)phenyl)pyrido[2,3-d]pyrimidine-2,4(3h,8h)-dione ClC1=NC=C(C=N1)CN1C=CC=C2C1=NC(N(C2=O)C2=CC(=CC=C2)OC(F)F)=O